[Ru](Cl)Cl.N1=C(C=CC=C1)C1=NC=CC=C1C1=NC=CC=C1 terpyridine ruthenium dichloride